O=C1NC(CCC1NC(=O)C1CCC2=CC=CC=C12)=O (+)-N-(2,6-dioxopiperidin-3-yl)-2,3-dihydro-1H-indene-1-carboxamide